C=C(C)C1=C2CNC(C2=CC=C1)=O 4-(prop-1-en-2-yl)isoindolin-1-one